di(2-hydroxyethyl)ammonium trifluoroacetate FC(C(=O)[O-])(F)F.OCC[NH2+]CCO